6,8-Dichloro-4-(neopentylamino)-1,7-naphthyridine-3-carboxylic acid ClC=1C=C2C(=C(C=NC2=C(N1)Cl)C(=O)O)NCC(C)(C)C